2-(2-phenyl-2a,3-dihydro-7bH-cyclobuta[b]indol-7b-yl)ethane-1-ol C1(=CC=CC=C1)C1=CC2(C1NC=1C=CC=CC21)CCO